C1(CC1)C(C(C)(C)O)N1C(C2=C(C=CC=C2C1)C=1C=C2C(=NNC2=CC1F)C)=O 2-(1-cyclopropyl-2-hydroxy-2-methylpropyl)-7-(6-fluoro-3-methyl-1H-indazol-5-yl)isoindolin-1-one